[Na+].C(=C)OC1=CC=C(C=C1)S(=O)(=O)[O-] 4-vinyloxybenzenesulfonic acid sodium salt